(R)-2-methyl-5-hexen-1-ol C[C@@H](CO)CCC=C